Methyl-tert-butyl-[2-(methylamino)ethyl]carbamic acid CCC(C)(C)N(C(O)=O)CCNC